4-(5-(2,6-dimethylphenoxy)-1-(2-hydroxy-2-methylpropyl)-3-(methylamino)-1H-indazol-6-yl)-N-ethyl-6-methyl-7-oxo-6,7-dihydro-1H-pyrrolo[2,3-c]pyridine-2-carboxamide CC1=C(OC=2C=C3C(=NN(C3=CC2C=2C3=C(C(N(C2)C)=O)NC(=C3)C(=O)NCC)CC(C)(C)O)NC)C(=CC=C1)C